CC(C(=O)O)CC(CC(=O)O)(C)C 2,4,4-trimethyl-adipic acid